FC1=C(CN2C=NN(C2=O)C2=CC(=C(OC3=C(C(=NO3)C#N)C)C=C2)F)C(=CC=C1)F 5-(4-(4-(2,6-Difluorobenzyl)-5-oxo-4,5-dihydro-1H-1,2,4-triazol-1-yl)-2-fluorophenoxy)-4-methylisoxazole-3-carbonitrile